BrC=1C(=CC(=NC1)N[C@H](C(F)(F)F)C1CC1)C(F)F (S)-5-bromo-N-(1-cyclopropyl-2,2,2-trifluoroethyl)-4-(difluoromethyl)pyridin-2-amine